FC1=CC2=C([C@@H](C[C@@H](O2)C(=O)NC23CC(C2)(C3)N3N=CC(=C3)C3=NC=C(C=C3)OC(F)(F)F)O)C=C1C(F)(F)F (2R,4R)-7-fluoro-4-hydroxy-N-(3-{4-[5-(trifluoromethoxy)pyridin-2-yl]-1H-pyrazol-1-yl}bicyclo[1.1.1]pentan-1-yl)-6-(trifluoromethyl)-3,4-dihydro-2H-1-benzopyran-2-carboxamide